(S)-3-((9-ethyl-2-(((S)-2-hydroxy-2-methylpentan-3-yl)amino)-9H-purin-6-yl)amino)-N-methylpyrrolidine-1-sulfonamide C(C)N1C2=NC(=NC(=C2N=C1)N[C@@H]1CN(CC1)S(=O)(=O)NC)N[C@H](C(C)(C)O)CC